CC1(CC1)C1=NOC(=N1)C(=O)[O-].[Li+] lithium 3-(1-methylcyclopropyl)-1,2,4-oxadiazole-5-carboxylate